F[C@@H]1[C@H](CCC1)N1N=NC=C1 |o1:1,2| ((1S*,2S*)-2-fluorocyclopentyl)-1H-1,2,3-triazol